N-(3-methanesulfonamidophenyl)-4-phenyl-5-(trifluoromethyl)thiophene-2-carboxamide CS(=O)(=O)NC=1C=C(C=CC1)NC(=O)C=1SC(=C(C1)C1=CC=CC=C1)C(F)(F)F